N-(1-(3-isopropylphenyl)-1,2,3,4-tetrahydroquinolin-3-yl)acrylamide C(C)(C)C=1C=C(C=CC1)N1CC(CC2=CC=CC=C12)NC(C=C)=O